[CH-]1C=CC=C1.[CH-]1C=CC=C1.[Fe+2].[Na] sodium ferrocene